NC1=NC=CC=C1C1=NC=2C(=NC(=CC2)N2N=CC=C2)N1C=1C=C2CC[C@@H](C2=CC1)NC(=O)C=1C=2CCN(C2C=CC1)C(C(=C)F)=O (S)-N-(5-(2-(2-aminopyridin-3-yl)-5-(1H-pyrazol-1-yl)-3H-imidazo[4,5-b]pyridin-3-yl)-2,3-dihydro-1H-inden-1-yl)-1-(2-fluoroacryloyl)indoline-4-carboxamide